ethyl 1-(3-hydroxycyclobutyl)-1H-pyrazole-3-carboxylate OC1CC(C1)N1N=C(C=C1)C(=O)OCC